tert-butyl (trans)-4-[4-(methylamino)phenyl]-5-[((3-oxo-2,3-dihydro-1H-isoindol-5-yl)oxy)methyl]azepane-1-carboxylate CNC1=CC=C(C=C1)[C@@H]1CCN(CC[C@H]1COC=1C=C2C(NCC2=CC1)=O)C(=O)OC(C)(C)C